CN(C(=O)[C@@H]1CNCC[C@H]1NC(=O)C1=NOC(=C1)C1=C(C=C(C=C1)F)F)C |r| rac-(3R,4R)-4-{[5-(2,4-difluoro-phenyl)-isoxazole-3-carbonyl]-amino}-piperidine-3-carboxylic acid dimethylamide